N-(4-(N-(4-methylpyrimidin-2-yl)sulfamoyl)phenyl)-5-pentylpicolinamide CC1=NC(=NC=C1)NS(=O)(=O)C1=CC=C(C=C1)NC(C1=NC=C(C=C1)CCCCC)=O